3-[6-amino-2-(2-cyano-2-methylideneethyl)-1-oxo-2,3-dihydro-1H-isoindol-4-yl]-N-methylbenzamide NC1=CC(=C2CN(C(C2=C1)=O)CC(=C)C#N)C=1C=C(C(=O)NC)C=CC1